FC1(OC2=C(O1)C=CC(=C2)N2N=C(C=C2C)N2CCN(CC2)CCN2[C@H]1CO[C@@H](C2)C1)F (1R,4R)-5-[2-[4-[1-(2,2-difluoro-1,3-benzodioxol-5-yl)-5-methyl-pyrazol-3-yl]piperazin-1-yl]ethyl]-2-oxa-5-azabicyclo[2.2.1]heptane